NC1=C(SC2=NC(=CC=C21)C)C(=O)N[C@H]2COC1=C(C2)C=CC(=C1)N1[C@@H](CC[C@@H](C1)N)C(F)(F)F 3-amino-N-[(3R)-7-[(2S,5S)-5-amino-2-(trifluoromethyl)piperidin-1-yl]-3,4-dihydro-2H-1-benzopyran-3-yl]-6-methylthieno[2,3-b]pyridine-2-carboxamide